COC(=O)C=1C(=NC=CN1)C(=O)O 3-(methoxycarbonyl)pyrazine-2-carboxylic acid